(R)-3-hydroxy-4-methyl-N-((S)-1-(3-(trifluoromethoxy)phenyl)ethyl)pentanamide O[C@H](CC(=O)N[C@@H](C)C1=CC(=CC=C1)OC(F)(F)F)C(C)C